2-amino-6-(hydroxymethyl)-7,8-dihydropteridin-4-ol NC1=NC=2NCC(=NC2C(=N1)O)CO